(4S)-7-chloro-6-(3-fluoro-6-methoxy-2-pyridinyl)-4-methyl-8-(trifluoromethyl)-4H-[1,2,4]triazolo[1,5-a][1,4]benzodiazepine-2-Formic acid ClC1=C(C=CC2=C1C(=N[C@H](C=1N2N=C(N1)C(=O)O)C)C1=NC(=CC=C1F)OC)C(F)(F)F